N-(1-(azetidin-1-ylmethyl)cyclopropyl)-2-(2-chloro-4-fluorophenoxy)acetamide N1(CCC1)CC1(CC1)NC(COC1=C(C=C(C=C1)F)Cl)=O